N-[2-[4-(hydroxymethyl)cyclohexyl]-6-[[(2S)-5-oxo-1-(2-trimethylsilylethoxymethyl)pyrrolidin-2-yl]methoxy]indazol-5-yl]-6-(trifluoromethyl)pyridine-2-carboxamide OCC1CCC(CC1)N1N=C2C=C(C(=CC2=C1)NC(=O)C1=NC(=CC=C1)C(F)(F)F)OC[C@H]1N(C(CC1)=O)COCC[Si](C)(C)C